1-(tert-butyl)-1H-1,2,3-triazole-4-carboxamide trifluoroacetate FC(C(=O)O)(F)F.C(C)(C)(C)N1N=NC(=C1)C(=O)N